C(C=CC)(=O)OCC(C)(C)OC(C)C1=CC(CC1)(C)C 2-[1-(3,3-dimethyl-1-cyclopenten-1-yl) ethoxy]-2-methylpropyl 2-butenoate